(7-amino-4-bromo-1,2-benzothiazol-6-yl)-[7-fluoro-2-(oxan-2-yl)indazol-4-yl]methanone NC1=C(C=C(C=2C=NSC21)Br)C(=O)C=2C1=CN(N=C1C(=CC2)F)C2OCCCC2